decyl alcohol isostearate C(CCCCCCCCCCCCCCC(C)C)(=O)OCCCCCCCCCC